COC1=CC2=C(SC(=C2)C(CCC(=O)OCCCCCCCC\C=C/C\C=C/CCCCC)=O)C=C1OC (9Z,12Z)-octadeca-9,12-dien-1-yl 4-(5,6-dimethoxybenzo[b]thiophen-2-yl)-4-oxobutanoate